1-methyl-6-oxo-1,4,5,6-tetrahydropyridazine-3-carboxylic acid CN1N=C(CCC1=O)C(=O)O